COC1=CC=C(C=C1)C(CN1C([C@@H]2N(CCN(C2)C#N)CC1)=O)C (9aR)-8-(2-(4-methoxyphenyl)propyl)-9-oxooctahydro-2H-pyrazino[1,2-a]pyrazine-2-carbonitrile